2-Amino-4-(4-methylthiazol-5-yl)benzonitrile NC1=C(C#N)C=CC(=C1)C1=C(N=CS1)C